2-hydroxy-6-((2-(1-(3,3,3-trifluoropropyl)-1H-pyrazol-5-yl)pyridin-3-yl)methoxy)benzaldehyde OC1=C(C=O)C(=CC=C1)OCC=1C(=NC=CC1)C1=CC=NN1CCC(F)(F)F